2-(1-methyl-4-piperidyl)-5-(4,4,5,5-tetramethyl-1,3,2-dioxaborolan-2-yl)-1,3-benzothiazole CN1CCC(CC1)C=1SC2=C(N1)C=C(C=C2)B2OC(C(O2)(C)C)(C)C